C(C)[C@H]1N(C[C@@H](N(C1)C=1C=2N=C(N(C2N(C(N1)=O)C)C[C@H]1OCCC1)C)C)[C@@H](CC)C1=CC=C(C=C1)C(F)(F)F 6-((2S,5R)-5-Ethyl-2-methyl-4-((S)-1-(4-(trifluoromethyl)phenyl)propyl)piperazin-1-yl)-3,8-dimethyl-9-(((S)-tetrahydrofuran-2-yl)methyl)-3,9-dihydro-2H-purin-2-one